[N+](=O)([O-])[C] nitrocarbon